C(C)(C)(C)OC(CCC(=O)N1CC2=CC(=C(C(=C2C1)Cl)OCCCOC=1C(=CC2=C(C=C(S2)C(CCC(=O)OCC)=O)C1F)OC)OC)=O ethyl 4-[5-[3-[2-(4-tert-butoxy-4-oxo-butanoyl)-4-chloro-6-methoxy-isoindolin-5-yl] oxypropoxy]-4-fluoro-6-methoxy-benzothiophen-2-yl]-4-oxo-butanoate